ClC=1C=C2C(=CN=C(C2=CN1)OC1CN(C1)C(=O)C1CC1)[C@H](CC)N[S@@](=O)C(C)(C)C (S)-N-((S)-1-(6-chloro-1-((1-(cyclopropanecarbonyl)azetidin-3-yl)oxy)-2,7-naphthyridin-4-yl)propyl)-2-methylpropan-2-sulfinamide